5-((2-(4-((3-cyclopropyl-5-(hydroxymethyl)benzyl)amino)butoxy)ethyl)amino)benzo[c][2,6]naphthyridine-8-carboxamide C1(CC1)C=1C=C(CNCCCCOCCNC2=NC3=C(C4=CN=CC=C24)C=CC(=C3)C(=O)N)C=C(C1)CO